5-[3-(1,3-Dioxolan-2-yl)phenyl]-3H-1,3,4-oxadiazole-2-thione O1C(OCC1)C=1C=C(C=CC1)C1=NNC(O1)=S